BrC=1C=C(C=CC1)N(C1=NC(=NC2=CC(=CC=C12)Cl)NN)C N-(3-bromophenyl)-7-chloro-2-hydrazino-N-methyl-quinazolin-4-amine